2-(4-chlorophenyl)-4-[[4-(3-methylphenyl)-1-piperazinyl]carbonyl]-1(2H)-phthalazinone ClC1=CC=C(C=C1)N1C(C2=CC=CC=C2C(=N1)C(=O)N1CCN(CC1)C1=CC(=CC=C1)C)=O